2'-ethoxy-N-[(3R)-pyrrolidin-3-yl]-5-({2-[1-(trifluoromethyl)cyclopentanecarbonyl]-2-azaspiro[3.3]heptan-6-yl}oxy)-[2,3'-bipyridine]-6-carboxamide C(C)OC1=NC=CC=C1C1=NC(=C(C=C1)OC1CC2(CN(C2)C(=O)C2(CCCC2)C(F)(F)F)C1)C(=O)N[C@H]1CNCC1